C(C)(C)(C)C=1C=NC=CC1Cl 3-(tert-butyl)-4-chloropyridine